C(C)(C)N1N=C(C=C1C1[C@H]2CC(C[C@@H]12)N1CC2(CS(C2)(=O)=O)CC1)C1=CC(=NC=C1)C(F)(F)F 6-((1R,3s,5S,6r)-6-(1-isopropyl-3-(2-(trifluoromethyl)pyridin-4-yl)-1H-pyrazol-5-yl)bicyclo[3.1.0]hexan-3-yl)-2-thia-6-azaspiro[3.4]octane 2,2-dioxide